[Cl-].N1C=NC=C1 Imidazole Chloride